4-Formyl-3,5-bis(3-phenylpropoxy)phenyl 2-(4-(5,11-bis(3,5-bis(trifluoromethyl)phenyl)-1,3-dioxo-1H-xantheno[2,1,9-def]isoquinolin-2(3H)-yl)phenyl)acetate FC(C=1C=C(C=C(C1)C(F)(F)F)C1=CC=2C(N(C(C3=CC(=C4C(C23)=C1OC1=CC=CC=C14)C1=CC(=CC(=C1)C(F)(F)F)C(F)(F)F)=O)C1=CC=C(C=C1)CC(=O)OC1=CC(=C(C(=C1)OCCCC1=CC=CC=C1)C=O)OCCCC1=CC=CC=C1)=O)(F)F